N,N-Bis(2-hydroxybutyl)methacrylamide OC(CN(C(C(=C)C)=O)CC(CC)O)CC